C([C@H]1CNCCC1)(=O)O (R)-(-)-hexahydronicotinic acid